2-Bromo-5-MethoxyBenzoic Acid BrC1=C(C(=O)O)C=C(C=C1)OC